C1(CCCCCC1)NC(C(C1CCN(CC1)CC)N(C(CCCCCCC\C=C/CCCCCCCC)=O)C(CCCCCCCC)CCCCCCCC)=O N-(2-(cycloheptylamino)-1-(1-ethylpiperidin-4-yl)-2-oxoethyl)-N-(heptadec-9-yl)oleamide